C1(CC1)C1=CC(=NO1)C(=O)NC1=CC(=CC=C1)S(N(C1=CC=CC=C1)C)(=O)=O 5-cyclopropyl-N-(3-(N-methyl-N-phenylsulfamoyl)phenyl)isoxazole-3-carboxamide